C(C)C1=NN(C2=C1C(NCC1(CCOCC1)C2)=O)C[C@H](COC(C2=CC(=CC=C2)S(NC)(=O)=O)=O)C 3-(Methylsulfamoyl)benzoic acid [(2R)-3-(3-ethyl-4-oxo-spiro[6,8-dihydro-5H-pyrazolo[4,3-c]azepin-7,4'-tetrahydropyran]-1-yl)-2-methyl-propyl] ester